7-[4-[2-[4-[(E)-3-(1,3-Benzodioxol-5-yl)prop-2-enoyl]anilino]-2-oxoethyl]piperazin-1-yl]-1-cyclopropyl-6-fluoro-4-oxoquinoline-3-carboxylic acid O1COC2=C1C=CC(=C2)/C=C/C(=O)C2=CC=C(NC(CN1CCN(CC1)C1=C(C=C3C(C(=CN(C3=C1)C1CC1)C(=O)O)=O)F)=O)C=C2